BrCCC(=O)N[C@@H](C(=O)OC)C1=CC=CC=C1 methyl (2R)-2-(3-bromopropanamido)-2-phenylacetate